Cl.N1CCC(CC1)C=1C=C(NC2C(NC(CC2)=O)=O)C=CC1 3-[3-(4-piperidinyl)anilino]piperidine-2,6-dione HCl salt